FC(CCCCCCC1=NOC(=N1)CC(C(=O)O)=C)(C)F 2-((3-(7,7-difluorooctyl)-1,2,4-oxadiazol-5-yl)methyl)acrylic acid